FC(CC(=O)NCC1=C(C=C(C=C1)C1=NOC(=N1)C(F)(F)F)F)(F)F 3,3,3-trifluoro-N-[[2-fluoro-4-[5-(tri-fluoromethyl)-1,2,4-oxadiazol-3-yl]phenyl]methyl]propanamide